2,3,3,3-tetrafluoro-2-(trifluoromethyl)propanenitrile FC(C#N)(C(F)(F)F)C(F)(F)F